2-methoxy-3-(2-oxopyrrolidin-1-yl)benzene-1-ethanol COC1=C(C=CC=C1N1C(CCC1)=O)CCO